tert-butyl 4-[3-[6-[2-cyano-3-[[ethyl(methyl)sulfamoyl]amino]-6-fluoro-phenoxy]-4-oxo-quinazolin-3-yl]propyl]-4-methyl-piperidine-1-carboxylate C(#N)C1=C(OC=2C=C3C(N(C=NC3=CC2)CCCC2(CCN(CC2)C(=O)OC(C)(C)C)C)=O)C(=CC=C1NS(N(C)CC)(=O)=O)F